(4R)-2-{[(2S)-1,4-Dioxan-2-yl]methyl}-4-methyl-N-[(pyrimidin-2-yl)methyl]-8-(trifluoromethyl)-4,5-dihydro-2H-furo[2,3-g]indazol-7-carboxamid O1[C@H](COCC1)CN1N=C2C3=C(C[C@H](C2=C1)C)OC(=C3C(F)(F)F)C(=O)NCC3=NC=CC=N3